C(#N)C1=C(OC=2C=C(OS(=O)(=O)CCCC(F)(F)C=3N(C(N(C3)C3=C(C=CC=C3C(C)C)C(C)C)=[Au]C(F)(F)F)C3=C(C=CC=C3C(C)C)C(C)C)C=CC2)C=CC=C1C(F)(F)F (4-((3-(2-cyano-3-(trifluoromethyl)phenoxy)phenoxy)sulfonyl)-1,1-difluorobutyl)-trifluoromethyl-1,3-Bis(2,6-diisopropylphenyl)-1,3-dihydro-2H-imidazol-2-ylidene-gold(III)